COC(=O)C1=CC(=NN1CC1=CC=NC=C1)C methyl-3-methyl-1-(pyridin-4-ylmethyl)-1H-pyrazole-5-carboxylate